1-methyl-3-(2-methyl-5-nitro-4-oxoquinazolin-3(4H)-yl)piperidine-2,6-dione CN1C(C(CCC1=O)N1C(=NC2=CC=CC(=C2C1=O)[N+](=O)[O-])C)=O